CCCCC1=C(C=CC(=C1[N+](=O)[O-])O)[N+](=O)[O-] butyl-2,4-dinitrophenol